C(C=C)N1N=C(C(C(=C1)C1=CC=C(C=C1)F)=O)C(=O)NC1=NC=C(C=N1)OC1=C(C(=NC=C1)NCC1=CC=C(C=C1)OC)Cl 1-allyl-N-(5-((3-chloro-2-((4-methoxybenzyl)amino)pyridin-4-yl)oxy)pyrimidin-2-yl)-5-(4-fluorophenyl)-4-oxo-1,4-dihydropyridazine-3-carboxamide